(2S)-1,2,5-trimethyl-4-[2-methyl-5-(1-methylpyrazol-4-yl)phenyl]sulfonyl-2,3-dihydroquinoxaline CN1[C@H](CN(C2=C(C=CC=C12)C)S(=O)(=O)C1=C(C=CC(=C1)C=1C=NN(C1)C)C)C